ClC1=C(C=C2C(=C(N(C2=C1F)C)C=1NC(=NN1)C(CN(C)C)OC)N1C=NC=C1)OC 2-(5-(6-chloro-7-fluoro-3-(1H-imidazol-1-yl)-5-methoxy-1-methyl-1H-indol-2-yl)-4H-1,2,4-triazol-3-yl)-2-methoxy-N,N-dimethylethan-1-amine